2-(6-[3-Methoxylpropyl]-2-naphthyl)ethanamine O(C)CCCC=1C=C2C=CC(=CC2=CC1)CCN